ClC1=C(C=C(C=2CC3=C(C=C(C=C3CC12)C)O)O)O 4-chloro-1,3,8-trihydroxy-6-methyl-9,10-dihydroanthracene